C(C)NC=1C=C(C=C2C3=C(NC12)N=CC(=C3N3N=C(C=C3)C(F)(F)F)C=3C=NC(=NC3)NC3COCC3)F N-Ethyl-6-fluoro-3-[2-(tetrahydrofuran-3-ylamino)pyrimidin-5-yl]-4-[3-(trifluoromethyl)pyrazol-1-yl]-9H-pyrido[2,3-b]indol-8-amin